6-O-decanoyl-N-butyryl-glucosamine C(CCCCCCCCC)(=O)OC[C@@H]1[C@H]([C@@H]([C@H](C(O)O1)NC(CCC)=O)O)O